C(CC)N(CCC)C[C@@H]1OC2=C(C1)C(=C(C(=C2)O)N2CC(NS2(=O)=O)=O)F 5-{(2R)-2-[(dipropylamino)methyl]-4-fluoro-6-hydroxy-2,3-dihydro-1-benzofuran-5-yl}-1λ6,2,5-thiadiazolidine-1,1,3-trione